5-(2-amino-4-fluoro-5-morpholino-phenyl)-1-[(4-methoxyphenyl)methyl]-3-methyl-pyrazol-4-amine NC1=C(C=C(C(=C1)F)N1CCOCC1)C1=C(C(=NN1CC1=CC=C(C=C1)OC)C)N